1H-pyrazolo[3,4-b]pyridine 7-oxide N1N=CC=2C1=[N+](C=CC2)[O-]